ClC=1C=C(C=C(C1)NS(=O)(=O)C)NC(=O)C=1C=C(N(C1)C1=NC=CC=C1)C(=O)N1CCN(CC1)C(=O)OC(C)(C)C tert-butyl 4-{4-[(3-chloro-5-methanesulfonamidophenyl)carbamoyl]-1-(pyridin-2-yl)-1H-pyrrole-2-carbonyl}piperazine-1-carboxylate